C[C@@H]1N(CCC2(C1)OC(C1=CC=C(C=C12)C)(C)C)CC=1N=NN(C1)CCS(=O)(=O)C (2'S)-2',3,3,6-tetramethyl-1'-((1-(2-(methylsulfonyl)ethyl)-1H-1,2,3-triazol-4-yl)methyl)-3H-spiro[isobenzofuran-1,4'-piperidine]